C(C)(C)(C)OC(=O)N1[C@@H](CN([C@H](C1)C)C=1C=2N(N(C(C1)=O)C)C=C(N2)C(C)OC)C (2r,5s)-4-(2-(1-methoxyethyl)-5-methyl-6-oxo-5,6-dihydroimidazo[1,2-b]pyridazin-8-yl)-2,5-dimethylpiperazine-1-carboxylic acid tert-butyl ester